3,3',4,4-tetra(t-butylperoxycarbonyl)benzophenone C(C)(C)(C)OOC(=O)C1C=C(C(=O)C2=CC(=CC=C2)C(=O)OOC(C)(C)C)C=CC1(C(=O)OOC(C)(C)C)C(=O)OOC(C)(C)C